C(C)(C)(C)OC(N[C@@H]1CN[C@H](CC1)C)=O trans-(6-methylpiperidin-3-yl)carbamic acid tert-butyl ester